(5-(ethyl (2-(4-((6-hydroxy-2-(4-(methylsulfonyl) phenyl) naphthalen-1-yl) oxy) phenoxy) ethyl) amino) pentyl) acetate C(C)(=O)OCCCCCN(CCOC1=CC=C(C=C1)OC1=C(C=CC2=CC(=CC=C12)O)C1=CC=C(C=C1)S(=O)(=O)C)CC